BrC=1C=C(C=2N(C1)C=C(N2)C(=O)N2C[C@H]([C@@]1(CC2)NCC2=CC=CC=C2C1)O)[C@@H](C)OC (6-Bromo-8-((R)-1-methoxyethyl)imidazo[1,2-a]-pyridin-2-yl)((3R,3'R)-3'-hydroxy-1,4-dihydro-2H-spiro[isochinolin-3,4'-piperidin]-1'-yl)-methanon